1,2-di-palmitoyl-sn-glycero-3-phosphate C(CCCCCCCCCCCCCCC)(=O)OC[C@@H](OC(CCCCCCCCCCCCCCC)=O)COP(=O)(O)O